CC1(OB(OC1(C)C)C=1CCN(CC1)C=O)C 4-(4,4,5,5-tetramethyl-1,3,2-dioxaborolan-2-yl)-3,6-dihydropyridine-1(2H)-carbaldehyde